6-ketopurine O=C1C2=NC=NC2=NC=N1